BrC=1C=C2C(=NNC2=NC1)C=1C=NC=NC1 5-bromo-3-(pyrimidin-5-yl)-1H-7-azaindazole